(S)-4-(dimethylamino)-N-(3-(1-((2-ethyl-2H-pyrazolo[3,4-b]pyrazin-6-yl)amino)ethyl)phenyl)-3-methylbenzamide CN(C1=C(C=C(C(=O)NC2=CC(=CC=C2)[C@H](C)NC=2C=NC=3C(N2)=NN(C3)CC)C=C1)C)C